C(CCC)C1NS(C2=C(N(C1)C1=CC=C(C=C1)F)C=C(C(=C2)O)SC)(=O)=O 3-butyl-5-(4-fluorophenyl)-8-hydroxy-7-(methylthio)-2,3,4,5-tetrahydro-1,2,5-benzothiadiazepine 1,1-dioxide